2-(4-isopropylphenyl)-1H-benzo[d]imidazol-5-amine C(C)(C)C1=CC=C(C=C1)C1=NC2=C(N1)C=CC(=C2)N